N1C=CC=2C1=NC=C(C2)OC2=C(C(=O)OC)C=CC(=C2)N2CCN(CC2)CC2=C(CC[C@@](C2)(C)C=O)C2=CC=C(C=C2)Cl (R)-methyl 2-((1H-pyrrolo[2,3-b]pyridin-5-yl)oxy)-4-(4-((4'-chloro-4-formyl-4-methyl-3,4,5,6-tetrahydro-[1,1'-biphenyl]-2-yl)methyl)piperazin-1-yl)benzoate